1-fluoro-2-(2-fluorophenoxy)-3-nitrobenzene FC1=C(C(=CC=C1)[N+](=O)[O-])OC1=C(C=CC=C1)F